(R)-N-(1-(2-methyl-3-(trifluoromethyl)phenyl)ethyl)-6-oxo-1-(tetrahydro-2H-pyran-4-yl)-4-((1-(2,2,2-trifluoroethyl)piperidin-4-yl)amino)-1,6-dihydropyridine-3-carboxamide CC1=C(C=CC=C1C(F)(F)F)[C@@H](C)NC(=O)C1=CN(C(C=C1NC1CCN(CC1)CC(F)(F)F)=O)C1CCOCC1